tert-Butyl 2-((2R,5R,6S)-6-(3-chlorophenyl)-5-(4-chlorophenyl)-4-((S)-1-((3,4-dimethoxybenzyl)oxy)butan-2-yl)-3-oxomorpholin-2-yl)acetate ClC=1C=C(C=CC1)[C@@H]1O[C@@H](C(N([C@@H]1C1=CC=C(C=C1)Cl)[C@H](COCC1=CC(=C(C=C1)OC)OC)CC)=O)CC(=O)OC(C)(C)C